[Na].C1(CCCCC1)C1CCCCC1 bicyclohexane sodium